4-[2-(2-octyloxyphenyl)-6-phenyl-4-pyridinyl]-N,N-dimethylbenzeneamine C(CCCCCCC)OC1=C(C=CC=C1)C1=NC(=CC(=C1)C1=CC=C(C=C1)N(C)C)C1=CC=CC=C1